FC(C1=NN(C(=C1C=O)OC1=CC(=CC=C1)C#CC)C)F 3-(difluoromethyl)-1-methyl-5-(3-(prop-1-yn-1-yl)phenoxy)-1H-pyrazole-4-carbaldehyde